C[N+]1=CC=C(C=C1)C1=CC=[N+](C=C1)CCN 1-methyl-1'-aminoethyl-4,4'-bipyridinium